CC1=C(C=C(C=N1)NC(CN1C[C@H](CC1)C)=O)NC1=NN(C2=NC(=NC=C21)NC=2C=NN(C2)C)C (S)-N-(6-methyl-5-((1-methyl-6-((1-methyl-1H-pyrazol-4-yl)amino)-1H-pyrazolo[3,4-d]pyrimidin-3-yl)amino)pyridin-3-yl)-2-(3-methylpyrrolidin-1-yl)acetamide